FC(C1=NN=C(O1)C=1C=CC(=NC1)CN1C(C2=CC=C(C=C2C(C1=O)(C)C)C=1CCN(CC1)C1COC1)=O)F 2-((5-(5-(difluoromethyl)-1,3,4-oxadiazole-2-yl)pyridine-2-yl)methyl)-4,4-dimethyl-6-(1-(oxetan-3-yl)-1,2,3,6-tetrahydropyridine-4-yl)isoquinoline-1,3(2H,4H)-dione